FC(C)(C)C1=CC=NC=C1OC 4-(2-fluoropropan-2-yl)-5-methoxypyridin